COC1CCNC1 4-methoxypyrrolidine